CN(C(CCC)CCCCCCC\C=C/C\C=C/CCCCC)C (12Z,15Z)-N,N-dimethylheneicosane-12,15-dien-4-amine